C1OC2(CC=C(C)C=C2OC1)S(=O)(=O)[O-] 4-ethylenedioxy-p-toluenesulfonate